NC=1N=C(SC1C(C1=CC=C(C=C1)O)=O)N(C1=CC=C(C=C1)F)C(C(=O)N)C (N-[4-amino-5-(4-hydroxybenzoyl)thiazol-2-yl]-4-fluoro-anilino)propanamide